di(3,3,3-trifluoro-n-propyl)ether FC(CCOCCC(F)(F)F)(F)F